6-((R)-1-((S)-3-fluoropyrrolidin-1-yl)ethyl)-2-(3-((S)-1,1,2-trifluoro-1-(4-methyl-4H-1,2,4-triazol-3-yl)propan-2-yl)phenyl)-4-(trifluoromethyl)isoindolin-1-one F[C@@H]1CN(CC1)[C@H](C)C1=CC(=C2CN(C(C2=C1)=O)C1=CC(=CC=C1)[C@](C(C1=NN=CN1C)(F)F)(C)F)C(F)(F)F